C1(=CC=CC=C1)S(=O)(=O)C[C@H](O)C1=CC=C(C=C1)[N+](=O)[O-] (R)-2-benzenesulfonyl-1-(4-nitrophenyl)ethanol